C(C)(C)C(=O)[NH-] N-isopropylformylamide